phosphinate potassium salt [K+].[PH2]([O-])=O